FC=1C=C(C=CC1OC1=C2C(=NC=C1)N(N=C2I)CC2=CC=C(C=C2)OC)NC(=O)C=2C(N(C=1CCCC(C1C2)=O)C2=CC=CC=C2)=O N-(3-fluoro-4-((3-iodo-1-(4-methoxybenzyl)-1H-pyrazolo[3,4-b]pyridin-4-yl)oxy)phenyl)-2,5-dioxo-1-phenyl-1,2,5,6,7,8-hexahydroquinoline-3-carboxamide